1,3-diethylimidazole acetate C(C)(=O)O.C(C)N1CN(C=C1)CC